FC=1C=C2C=3C(=NN(C(C3C1)=O)C(=O)OCC1=C(C=C(C=C1)[N+](=O)[O-])Cl)[C@@H]([C@H](N2)C2=CC=C(C=C2)F)C2=NC=NN2C 2-chloro-4-nitrobenzyl (8s,9r)-5-fluoro-8-(4-fluorophenyl)-9-(1-methyl-1H-1,2,4-triazol-5-yl)-3-oxo-8,9-dihydro-3H-pyrido[4,3,2-de]phthalazine-2(7H)-carboxylate